CO[Si](O[Si](C1=CC=CC=C1)(C1=CC=CC=C1)C1=CC=CC=C1)(C1=CC=CC=C1)OC dimethoxytetraphenyldisiloxane